8-(2-fluorophenyl)-9-(4-((1-(3-fluoropropyl)azetidin-3-yl)methyl)phenyl)-6,7-dihydro-5H-benzo[7]annulene-3-carboxylic acid FC1=C(C=CC=C1)C=1CCCC2=C(C1C1=CC=C(C=C1)CC1CN(C1)CCCF)C=CC(=C2)C(=O)O